tert-butyl 4-(4-{2-[(2H3)methyloxy]ethoxy}phenyl)piperazine-1-carboxylate C(OCCOC1=CC=C(C=C1)N1CCN(CC1)C(=O)OC(C)(C)C)([2H])([2H])[2H]